lauramidopropyl-hydroxypropylamine C(CCCCCCCCCCC)(=O)NCCCNCCCO